tert-butyl 4-(3-amino-2-fluoro-phenyl)piperazine-1-carboxylate NC=1C(=C(C=CC1)N1CCN(CC1)C(=O)OC(C)(C)C)F